[O-]S(=O)(=O)C(F)(F)F.C(C)N1C(=[N+](C=C1)C)C 1-ethyl-2,3-dimethyl-imidazolium triflate